3-benzyl-6-(3-(tert-butyl)phenyl)-3-azabicyclo[3.1.0]hexane C(C1=CC=CC=C1)N1CC2C(C2C1)C1=CC(=CC=C1)C(C)(C)C